C(C)(C)(C)OC(=O)N1C(C(CC1)C(OS(=O)(=O)C)C1CN(C1)C(=O)OC(C)(C)C)=O.ClCCCS(=O)(=O)NCCCCCC(=O)N(CC1=CC=C(C=C1)OC)CC1=CC=C(C=C1)OC 6-{[(3-chloropropyl)sulfonyl]amino}-N,N-bis(4-methoxybenzyl)hexanamide Tert-butyl-3-{[1-(tert-butoxycarbonyl)azetidin-3-yl](methanesulfonyloxy)methyl}-2-oxopyrrolidine-1-carboxylate